ethyl (R)-3-(5-((tert-butyldimethylsilyl)oxy)-2-((2-(2-(2-(2-(2-methoxyethoxy)ethoxy)ethoxy)phenyl)pyrimidin-4-yl)methoxy)phenyl)-2-hydroxypropanoate [Si](C)(C)(C(C)(C)C)OC=1C=CC(=C(C1)C[C@H](C(=O)OCC)O)OCC1=NC(=NC=C1)C1=C(C=CC=C1)OCCOCCOCCOC